4-(3,6-diazabicyclo[3.1.1]heptane-6-yl)-2-(2,6-dioxopiperidin-3-yl)-5-fluoroisoindoline C12CNCC(N1C1=C3CN(CC3=CC=C1F)C1C(NC(CC1)=O)=O)C2